CC1(N(C(CC1)C)C(=O)[O-])C methylMethyl-5-methylpyrrolidine-1-carboxylate